CC(C)(CC(C(C)C)C)C 2,2,4,5-tetramethylhexane